NC1=NC=CC2=CC(=CC=C12)CN1CC=CC(=C1)CC=1C=C2C=CC=NC2=CC1 N-[(1-Aminoisoquinolin-6-yl)methyl]-5-(quinolin-6-ylmethyl)pyridine